3-amino-4-(6,7-difluoro-1H-indazol-4-yl)-6-ethenyl-1H-1,7-phenanthrolin-2-one NC=1C(NC2=C3C=CC=NC3=C(C=C2C1C1=C2C=NNC2=C(C(=C1)F)F)C=C)=O